C1(CC1)C=1C=NC=2N(C1)C=C(N2)[C@@H]2N(C[C@H](C2)O)C2=CC(=NC=N2)NC(=O)[C@@H]2[C@H](C2)C2=NC=CC(=C2F)C |&1:27,28| rac-(1S,2S)-N-(6-((2r,4S)-2-(6-cyclopropylimidazo[1,2-a]pyrimidin-2-yl)-4-hydroxypyrrolidin-1-yl)pyrimidin-4-yl)-2-(3-fluoro-4-methylpyridin-2-yl)cyclopropane-1-carboxamide